P(=O)(O)(O)[O-].FC(C1=NC=CC(=C1)C1=NC(=C(C=C1)OCC(CC(C)C)([NH3+])C)C(F)F)F 1-((2',6-bis(difluoromethyl)-[2,4'-bipyridin]-5-yl)oxy)-2,4-dimethylpentan-2-aminium dihydrogen phosphate